tert-butyl (R)-(1-((2-acetylpyridin-4-yl)methyl)piperidin-3-yl)carbamate C(C)(=O)C1=NC=CC(=C1)CN1C[C@@H](CCC1)NC(OC(C)(C)C)=O